(1,3-dimethylpyrazolo[3,4-b]pyridin-4-yl)-[(7S)-2,7-dimethyl-3-(3,4,5-trifluorophenyl)-5,7-dihydro-4H-pyrazolo[3,4-c]pyridin-6-yl]methanone CN1N=C(C=2C1=NC=CC2C(=O)N2[C@H](C=1C(CC2)=C(N(N1)C)C1=CC(=C(C(=C1)F)F)F)C)C